NC1=NOC2=C1C(=CC(=C2)CN2N=CC(=C2)C#N)OC 1-((3-amino-4-methoxybenzo[d]isoxazol-6-yl)methyl)-1H-pyrazole-4-carbonitrile